1-(3-(4-((3-methyl-4-((1-methyl-1H-benzo[d][1,2,3]triazol-5-yl)oxy)phenyl)amino)pyrido[3,2-d]pyrimidin-6-yl)-9-azabicyclo[3.3.1]non-2-en-9-yl)prop-2-en-1-one CC=1C=C(C=CC1OC1=CC2=C(N(N=N2)C)C=C1)NC=1C2=C(N=CN1)C=CC(=N2)C2=CC1CCCC(C2)N1C(C=C)=O